(5-bromo-3-hydroxy-2,3-dihydrospiro[indene-1,3'-pyrrolidine]-1'-yl)(5-fluoropyridin-2-yl)methanone BrC=1C=C2C(CC3(CN(CC3)C(=O)C3=NC=C(C=C3)F)C2=CC1)O